CC1=CC=C(C=C1)S(=O)(=O)OC[C@@H](C[C@H]1N(CCC2=C1NC1=CC=C(C=C21)Cl)C2=NC=NC(=N2)C(F)(F)F)O (R)-3-((R)-6-chloro-2-(4-(trifluoromethyl)-1,3,5-triazin-2-yl)-2,3,4,9-tetrahydro-1H-pyrido[3,4-b]indol-1-yl)-2-hydroxypropyl 4-methylbenzenesulfonate